CN1N=C(C=C1C1=CN=C(C2=CN=C(C=C12)N)NCC1=C(C=CC2=C1CCO2)F)C 4-(2,5-dimethylpyrazol-3-yl)-N1-[(5-fluoro-2,3-dihydrobenzofuran-4-yl)methyl]-2,7-naphthyridine-1,6-diamine